C(C)O[C@@H]1CCCC=2C(=CN=CC12)C=1C=C2CCC(N(C2=CC1)C)=O |r| (rac)-6-(8-ethoxy-5,6,7,8-tetrahydroisoquinolin-4-yl)-1-methyl-3,4-dihydroquinolin-2(1H)-one